6-(2-(3-Fluorophenyl)-5,6-dihydro-4H-pyrrolo[1,2-b]pyrazol-3-yl)-1-methyl-1H-benzo[d]imidazole FC=1C=C(C=CC1)C=1C(=C2N(N1)CCC2)C=2C=CC1=C(N(C=N1)C)C2